(1R)-9-bromo-N-(4-(chlorodifluoromethoxy)phenyl)-4-hydroxy-1-methyl-1,2,3,4-tetrahydrobenzo[4,5]imidazo[1,2-a]pyridine-7-carboxamide BrC1=CC(=CC=2N=C3N([C@@H](CCC3O)C)C21)C(=O)NC2=CC=C(C=C2)OC(F)(F)Cl